(2S,4R)-tert-Butyl 2-((6-bromopyridin-2-yl)carbamoyl)-4-(((tert-butyldimethylsilyl)oxy)methyl)-4-fluoropyrrolidine-1-carboxylate BrC1=CC=CC(=N1)NC(=O)[C@H]1N(C[C@@](C1)(F)CO[Si](C)(C)C(C)(C)C)C(=O)OC(C)(C)C